C1(=CC=CC=C1)N1C(OC(=C1C(F)(F)F)CC=C)=O 3-phenyl-5-allyl-4-trifluoromethyl-oxazol-2(3H)-one